4-chloro-2-(4-ethoxyphenyl)-1-(benzenesulfonyl)-1H-pyrrolo[2,3-b]pyridine ClC1=C2C(=NC=C1)N(C(=C2)C2=CC=C(C=C2)OCC)S(=O)(=O)C2=CC=CC=C2